tetra(4-methylhexyl) silicate [Si](OCCCC(CC)C)(OCCCC(CC)C)(OCCCC(CC)C)OCCCC(CC)C